N-(2,4,5-trifluoro-3-(quinoxaline-6-carbonyl)phenyl)-3-(trifluoromethyl)benzamide tert-butyl-(2,4,5-trimethyl-1-oxo-1,2,4,5-tetrahydro-[1,2,4]triazolo[4,3-a]quinoxalin-6-yl)carbamate C(C)(C)(C)N(C(O)=O)C1=C2N(C(C=3N(C2=CC=C1)C(N(N3)C)=O)C)C.FC3=C(C=C(C(=C3C(=O)C=3C=C1N=CC=NC1=CC3)F)F)NC(C3=CC(=CC=C3)C(F)(F)F)=O